1-Phenyl-2-(piperazin-1-yl)ethanone C1(=CC=CC=C1)C(CN1CCNCC1)=O